1-(2-bromo-3-fluoro-5-(trifluoromethyl)phenyl)cyclopropan-1-ol BrC1=C(C=C(C=C1F)C(F)(F)F)C1(CC1)O